3,4-Dihydropyridin-2-one N1C(CCC=C1)=O